NC1=NC2=C(C=3N1N=C(N3)C3=NC=CC=C3)C(=C(N2CCN2CCN(CCC2)C=2C(=CC3=C(C(=NO3)C)C2)F)C(=O)O)Cl 5-amino-9-chloro-7-(2-(4-(6-fluoro-3-methylbenzo[d]isoxazol-5-yl)-1,4-diazepan-1-yl)ethyl)-2-(pyridin-2-yl)-7H-pyrrolo[3,2-e][1,2,4]triazolo[1,5-c]pyrimidine-8-carboxylic acid